(S)-Methyl 2-(2-chloro-5-methylphenoxy)propanoate ClC1=C(O[C@H](C(=O)OC)C)C=C(C=C1)C